3-[(2S)-Oxazol-2-ylmethyl]-1,3-benzodiazole-5-carboxylic acid O1C(=NC=C1)CN1C=NC2=C1C=C(C=C2)C(=O)O